6,6-difluoro-12-hydroxy-1,11-dioxo-N-(2,4,6-trifluorobenzyl)-1,4,5,6,7,11-hexahydro-3H-2,7-methanopyrido[1,2-a][1,4]diazonine-10-carboxamide FC1(CCCN2C(C=3N(C1C2)C=C(C(C3O)=O)C(=O)NCC3=C(C=C(C=C3F)F)F)=O)F